C(C)OC1=NC(=CC=C1C1=CN=C2SC(=NN21)N2C[C@@H]1[C@H](C2)[C@H](CCO1)N)C(C)C (4S,4aR,7aS)-6-(5-(2-ethoxy-6-isopropylpyridin-3-yl)imidazo[2,1-b][1,3,4]thiadiazol-2-yl)octahydropyrano[2,3-c]pyrrol-4-amine